C(=O)(O)C(CC=1C(NC(N([C@H]2[C@H](O)[C@H](O)[C@@H](CO)O2)C1)=O)=O)O 5-(carboxyhydroxyethyl)uridine